NC=1C=C(C=C2C=C(N=CC12)NC(=O)[C@H]1[C@@H](C1)C#N)N1C(OC2=C1C=CC=C2)=O |r| (±)-trans-N-[8-amino-6-(2-oxo-1,3-benzoxazol-3-yl)-3-isoquinolyl]-2-cyano-cyclopropanecarboxamide